O=C1N(CC[C@@H]1NC(CCC=C)=O)CC(=O)OCC#N (S)-Cyanomethyl 2-(2-Oxo-3-(pent-4-enamido)pyrrolidin-1-yl)acetate